ClC1=CC=C(C=C1)NC1=CC(=NC(=N1)N1CCOCC1)C1(CC1)NC(=O)C1=NOC(=C1)C1CC1 N-(1-(6-((4-chlorophenyl)amino)-2-morpholinopyrimidin-4-yl)cyclopropyl)-5-cyclopropylisoxazole-3-carboxamide